C(C)(C)\[N+](=C/CCCCCCCCCCC)\[O-] (E)-N-isopropyldodecan-1-imine oxide